COCC1(CCC2(OCCO2)CC1)COC 8,8-bis(methoxymethyl)-1,4-dioxaspiro[4.5]decane